FC(C1=CC=C(CCC=2C=C3C=CNC3=CC2)C=C1)(F)F 5-(4-(trifluoromethyl)phenethyl)-1H-indol